4-bromo-1-(tert-butyl)-2-methoxybenzene BrC1=CC(=C(C=C1)C(C)(C)C)OC